bis(2,2,6,6-tetramethyl-4-piperidyl)-toluene-2,4-dicarbamate CC1(NC(CC(C1)OC(NC=1C(C)=CC=C(C1)NC(=O)OC1CC(NC(C1)(C)C)(C)C)=O)(C)C)C